C(C)(C)(C)OC(=O)N1CC(C1)CC=O 3-(2-oxoethyl)azetidine-1-carboxylic acid tert-butyl ester